CC1=C(C(=CC=C1[N+](=O)[O-])C)O 2,6-dimethyl-3-nitrophenol